benzyl ((1S)-(4,4-difluorocyclohexyl)(3-(2-fluoropropan-2-yl)-2-(((3R,5R)-2-oxo-5-(trifluoromethyl)piperidin-3-yl)methyl)imidazo[1,2-b][1,2,4]triazin-6-yl)methyl)carbamate FC1(CCC(CC1)[C@@H](C=1N=C2N(N=C(C(=N2)C(C)(C)F)C[C@@H]2C(NC[C@@H](C2)C(F)(F)F)=O)C1)NC(OCC1=CC=CC=C1)=O)F